(E)-2-(1-(6,7-dimethoxyquinazolin-4-yl)azetidin-3-yl)ethenesulfonamide COC=1C=C2C(=NC=NC2=CC1OC)N1CC(C1)/C=C/S(=O)(=O)N